2-ethylhexyl-amine hydrofluoric acid salt F.C(C)C(CN)CCCC